CN1N=C(C2=CC=C(C=C12)N[C@H]1[C@@H](CC2(CNC2)CC1)C)C1C(NC(CC1)=O)=O 3-(1-methyl-6-(((6R,7R)-6-methyl-2-azaspiro[3.5]nonan-7-yl)amino)-1H-indazol-3-yl)piperidine-2,6-dione